(R)-3-(isoquinolin-4-yl)-2-oxo-1-(6-(trifluoromethyl)pyridazin-3-yl)imidazolidine-4-carbonitrile C1=NC=C(C2=CC=CC=C12)N1C(N(C[C@@H]1C#N)C=1N=NC(=CC1)C(F)(F)F)=O